C(C)(C)(C)OC(=O)NCC(CC(=O)O)C1=CC(=CC=C1)CC(C)C 4-((tert-butoxycarbonyl)amino)-3-(3-isobutylphenyl)butyric acid